carbonyl-Dioxolone C(=O)=C1OC(OC1)=O